Cl.Cl.N1C(=NCC1)C(C)(C)N=NC(C)(C)C=1NCCN1 bis(2-imidazolin-2-yl)[2,2'-azobispropane] dihydrochloride